BrC1=C(C(=C(C(=O)N2[C@H](CN(CC2)C(=O)OC(C)(C)C)CCO)C=C1Cl)F)F tert-Butyl (3S)-4-(4-bromo-5-chloro-2,3-difluoro-benzoyl)-3-(2-hydroxyethyl)piperazine-1-carboxylate